CN1CC(CC1)N1N=CC(=C1)C(=O)N1CCC2(C(C2)CNC(=O)C2=CC=3C(=CN=CC3)O2)CC1 N-[[6-[1-(1-methylpyrrolidin-3-yl)pyrazole-4-carbonyl]-6-azaspiro[2.5]octan-2-yl]methyl]furo[2,3-c]pyridine-2-carboxamide